1-(2,6-Dihydroxy-4-methylphenyl)-3-phenylprop-2-en OC1=C(C(=CC(=C1)C)O)CC=CC1=CC=CC=C1